tert-butyl 1-(4,6-dichloro-1H-indole-2-carbonyl)-1,8-diazaspiro[4.5]decane-8-carboxylate ClC1=C2C=C(NC2=CC(=C1)Cl)C(=O)N1CCCC12CCN(CC2)C(=O)OC(C)(C)C